F[C@H](C(=O)NC1=C(C=C(C=C1)NCC1=CC=C(C=C1)C(F)(F)F)NC)[C@H](CCCCC)F (2R,3S)-2,3-difluoro-N-(2-(methylamino)-4-((4-(trifluoromethyl)benzyl)amino)phenyl)octanamide